2-Amino-7-fluoro-4-(5-fluoro-3-((1R,4R)-5-methyl-2,5-diazabicyclo[2.2.1]heptan-2-yl)-7,9-dihydrofuro[3,4-f]quinazolin-6-yl)thieno[3,2-c]pyridine-3-carbonitrile NC1=C(C=2C(=NC=C(C2S1)F)C=1C2=C(C=3C=NC(=NC3C1F)N1[C@H]3CN([C@@H](C1)C3)C)COC2)C#N